((2R,3S,4R,5R)-5-(3-carboxypyridin-1-ium-1-yl)-3,4-dihydroxytetrahydrofuran-2-yl) methylphosphonate CP(O[C@H]1O[C@H]([C@@H]([C@@H]1O)O)[N+]1=CC(=CC=C1)C(=O)O)([O-])=O